C(C)(C)NC1=CC=C(C=C1)NC1=C(C=CC=C1)CCCCCCCCCCCC N-isopropyl-N'-(dodecylphenyl)p-phenylenediamine